C1C(CCC2=CC=CC=C12)C(=O)N 1,2,3,4-tetrahydronaphthalene-2-carboxamide